(1S,3S,5S)-5-methyl-2-{2-[(4-phenoxyphenyl)formamido]acetyl}-2-azabicyclo[3.1.0]hexane-3-carboxylic acid C[C@@]12C[C@H](N([C@H]2C1)C(CNC(=O)C1=CC=C(C=C1)OC1=CC=CC=C1)=O)C(=O)O